ClC1=C(C=CC(=C1)C(F)(F)F)NC=1C(C(C1NCC1=CC(=C(C=C1)C1=NOC(=N1)C(F)(F)F)F)=O)=O 3-((2-chloro-4-(trifluoromethyl)phenyl)amino)-4-((3-fluoro-4-(5-(trifluoromethyl)-1,2,4-oxadiazol-3-yl)benzyl)amino)cyclobut-3-ene-1,2-dione